2-(2,6-dioxo-3-piperidinyl)-5-isopropoxy-6-[1-[3-(4-piperidinyl)cyclobutyl]-4-piperidinyl]isoindoline-1,3-dione dihydrochloride Cl.Cl.O=C1NC(CCC1N1C(C2=CC(=C(C=C2C1=O)OC(C)C)C1CCN(CC1)C1CC(C1)C1CCNCC1)=O)=O